N-[5-tert-butyl-4-(pyridin-2-yl)-1,3-thiazol-2-yl]-4-methylpyridin-2-amine C(C)(C)(C)C1=C(N=C(S1)NC1=NC=CC(=C1)C)C1=NC=CC=C1